ethyl 3-[1-(4-bromobutyl)-4-methyl-1H-benzotriazol-5-yl]-3-{3-chloro-5-[(6-hydroxy-2,2-dioxo-2H-1,2λ6,3-benzoxathiazin-3(4H)-yl)methyl]-4-methylphenyl}propanoate BrCCCCN1N=NC2=C1C=CC(=C2C)C(CC(=O)OCC)C2=CC(=C(C(=C2)CN2S(OC1=C(C2)C=C(C=C1)O)(=O)=O)C)Cl